N1CC(C1)C1CCN(CC1)C(=O)OC(C)(C)C tert-butyl 4-(azetidin-3-yl)piperidine-1-carboxylate